zinc 1-ethyl-trimethylimidazole hexafluorophosphate F[P-](F)(F)(F)(F)F.C(C)N1C(=NC(=C1C)C)C.[Zn+2].F[P-](F)(F)(F)(F)F